BrC1=CC=C(S1)S(=O)(=O)N 5-bromothiophene-2-sulfonamide